CN(C(CCCCC)CCCCCCC\C=C/C\C=C/CCCCC)C (14Z,17Z)-N,N-dimethyltricosan-14,17-dien-6-amine